C1(=CC=CC=C1)N=C1S(C=C(N1)C1=CC=C(C=C1)C)C=1C=C(C=CC1)C 2-phenylimino-1-m-tolyl-4-p-tolylthiazole